rac-1-(6-((4-Hydroxy-2-(((6-methyl-1,2,4-triazin-3-yl)amino)methyl)butyl)amino)pyridin-3-yl)-3-methyl-1,3-dihydro-2H-benzo[d]imidazol-2-one OCC[C@H](CNC1=CC=C(C=N1)N1C(N(C2=C1C=CC=C2)C)=O)CNC=2N=NC(=CN2)C |r|